(3aS,6S,6aS)-2,2-dimethyl-6-(6-methyl-2,3,4,5-tetrahydro-1H-benzo[b]azepine-1-Carbonyl)-5-(6-methyl-4-(trifluoromethyl)pyridin-2-yl)tetrahydro-4H-[1,3]dioxolo[4,5-c]pyrrol-4-one CC1(O[C@H]2[C@H]([C@H](N(C2=O)C2=NC(=CC(=C2)C(F)(F)F)C)C(=O)N2C3=C(CCCC2)C(=CC=C3)C)O1)C